(R,2S,5R)-5-methyl-2-(propan-2-yl)cyclohexyl (1S,2S)-2-[(benzyloxy)methyl]cyclopropane-1-carboxylate C(C1=CC=CC=C1)OC[C@@H]1[C@H](C1)C(=O)O[C@H]1[C@@H](CC[C@H](C1)C)C(C)C